BrC1=CC=C(C=C1)C=1NC=C(N1)C1CC1 2-(4-bromophenyl)-4-cyclopropyl-1H-imidazole